1-Phenylpropylisocyanat C1(=CC=CC=C1)C(CC)N=C=O